isopropyl naphthalenesulfonate potassium salt [K].C1(=CC=CC2=CC=CC=C12)S(=O)(=O)OC(C)C